N-(3-chloro-5-(methylsulfonyl)phenyl)-4-(3-(2-oxo-2-(pyrrolidin-1-yl)ethyl)pyridin-2-yl)thiophene-2-carboxamide ClC=1C=C(C=C(C1)S(=O)(=O)C)NC(=O)C=1SC=C(C1)C1=NC=CC=C1CC(N1CCCC1)=O